isopropyl (Z)-2-(4-((1H-1,2,3-triazol-5-yl)methoxy)benzylidene)-5-(4-chlorophenyl)-7-methyl-3-oxo-2,3-dihydro-5H-thiazolo[3,2-a]pyrimidine-6-carboxylate N1N=NC=C1COC1=CC=C(\C=C/2\C(N3C(=NC(=C(C3C3=CC=C(C=C3)Cl)C(=O)OC(C)C)C)S2)=O)C=C1